CN(C(COCCCCCCCC\C=C/CCCCCCCC)COCCCCCCCC)C N,N-dimethyl-1-[(9Z)-octadec-9-en-1-yloxy]-3-(octyloxy)propan-2-amine